((6-(hydroxymethyl)imidazo[1,2-a]pyridin-2-yl)methyl)-5-(pyrrolidin-1-yl)nicotinamide OCC=1C=CC=2N(C1)C=C(N2)CC2=C(C(=O)N)C=C(C=N2)N2CCCC2